N-((5-((4-(4,4-difluoropiperidin-1-yl)phenyl)amino)-3-fluoropyridin-2-yl)methyl)-N-hydroxy-2-(4-methyl-3-oxopiperazin-1-yl)acetamide FC1(CCN(CC1)C1=CC=C(C=C1)NC=1C=C(C(=NC1)CN(C(CN1CC(N(CC1)C)=O)=O)O)F)F